The molecule is tetracycline in which the hydroxy group at position 5 and the methyl group at position 6 are replaced by hydrogen, and with a dimethylamino substituent and an (N-tert-butylglycyl)amino substituent at positions 7 and 9, respectively. A glycylcycline antibiotic, it has activity against a broad range of Gram-positive and Gram-negative bacteria, including tetracycline-resistant organisms. It is used for the intravenous treatment of complicated skin and skin structure infections caused by susceptible organisms. It has a role as an antibacterial drug. It is a member of tetracyclines and a tertiary alpha-hydroxy ketone. It is a conjugate base of a tigecycline(1+). CC(C)(C)NCC(=O)NC1=CC(=C2C[C@H]3C[C@H]4[C@@H](C(=O)C(=C([C@]4(C(=O)C3=C(C2=C1O)O)O)O)C(=O)N)N(C)C)N(C)C